(R)-3-methoxypyrrolidine-1-sulfonamide CO[C@H]1CN(CC1)S(=O)(=O)N